S(=O)(=O)=C1CCC=2N1N=CN2 sulfonyl-6,7-dihydro-5H-pyrrolo[1,2-b][1,2,4]triazole